ClC1=CC(=C(N=N1)C(NC([2H])([2H])[2H])=O)NC=1C(=C(C=CC1)C1=NC=C(C=N1)C(=O)OCC)OC ethyl 2-(3-((6-chloro-3-((methyl-d3)carbamoyl)pyridazin-4-yl)amino)-2-methoxyphenyl)pyrimidine-5-carboxylate